C(C)N1CCC(CC1)OC=1SC2=C(N1)C(=CC(=C2)C=2C=C(C=1N(N2)C=C(N1)C)C)F 6-{2-[(1-Ethylpiperidin-4-yl)oxy]-4-fluoro-1,3-benzothiazol-6-yl}-2,8-dimethylimidazo[1,2-b]pyridazin